N-[(tert-Butyloxy)carbonyl]-N-(2-methylsulfonylpyrimidin-4-yl)carbamic acid tert-butyl ester C(C)(C)(C)OC(N(C1=NC(=NC=C1)S(=O)(=O)C)C(=O)OC(C)(C)C)=O